BrC1OC2=C(C1)C(=CC=C2)Cl bromo-4-chloro-2,3-dihydro-1-benzofuran